methyl 6-morpholinopyrazine-2-carboxylate O1CCN(CC1)C1=CN=CC(=N1)C(=O)OC